C(C)(C)(C)OC(=O)N1CC(CC1)N1CCN(CC1)C1=NC=CC(=N1)COC1=CC=C(C=C1)C(C)(C)C1=CC(=CC(=C1)C#N)Cl 3-(4-(4-((4-(2-(3-chloro-5-cyanophenyl)propan-2-yl)phenoxy)methyl)pyrimidin-2-yl)piperazin-1-yl)pyrrolidine-1-carboxylic acid tert-butyl ester